C(#N)C1=C(C=C(C=C1)C)/N=C/N(C)C (E)-N'-(2-cyano-5-methylphenyl)-N,N-dimethylformamidine